[Ca].NC(=O)N urea, calcium salt